N-[6-(2,2-difluoroethoxy)-2,5-difluoro-3-pyridyl]-6-(difluoromethyl)-1H-pyrrolo[2,3-b]pyridine-3-sulfonamide FC(COC1=C(C=C(C(=N1)F)NS(=O)(=O)C1=CNC2=NC(=CC=C21)C(F)F)F)F